N1C=NC(=C1)C1CCN(CC1)C1=C(C(=C(C=C1)S(=O)(=O)N[C@H]1CN(CC1)C(=O)OC(C)(C)C)S(N(CC1=CC=C(C=C1)OC)CC1=CC=C(C=C1)OC)(=O)=O)C=1N=NN(N1)CC1=CC=C(C=C1)OC (R)-tert-butyl 3-(4-(4-(1H-imidazol-4-yl)piperidin-1-yl)-2-(N,N-bis(4-methoxybenzyl) sulfamoyl)-3-(2-(4-methoxybenzyl)-2H-tetrazol-5-yl)phenylsulfonamido)pyrrolidine-1-carboxylate